methyl (5-fluoro-2-((4-(7-((2-oxo-2,3-dihydro-1H-benzo[d]imidazol-5-yl)methyl)-2,7-diazaspiro[4.4]nonan-2-yl)pyrimidin-5-yl)oxy)phenyl)(iso-propyl)carbamate FC=1C=CC(=C(C1)N(C(OC)=O)C(C)C)OC=1C(=NC=NC1)N1CC2(CC1)CN(CC2)CC2=CC1=C(NC(N1)=O)C=C2